COC1=C(C=CC(=C1)NC(CCCCCCl)=O)N 2-methoxy-4-[4-(β-chloroethyl)butyrylamino]-1-aminobenzene